1-bromo-3-(difluoromethyl)-2-(fluoromethyl)benzene BrC1=C(C(=CC=C1)C(F)F)CF